NC1=NNC2=CC(=CC(=C12)C1=CC=C(C=C1)NC(=O)C1=NN(C=C(C1=O)C1=CC=C(C=C1)F)C)C1CCN(CC1)C(C(C)C)=O N-(4-(3-amino-6-(1-isobutyrylpiperidin-4-yl)-1H-indazol-4-yl)phenyl)-5-(4-fluorophenyl)-1-methyl-4-oxo-1,4-dihydropyridazine-3-carboxamide